[1,2,4]triazolo[4,3-a]pyridine-7-carboxylic acid N=1N=CN2C1C=C(C=C2)C(=O)O